Cl.Cl.FC1(CNCC1)CCCCCC1=CC=C2CCCNC2=N1 7-(5-(3-fluoropyrrolidin-3-yl)pentyl)-1,2,3,4-tetrahydro-1,8-naphthyridine dihydrochloride